8-(2-hydroxybenzamido)octanoic acid OC1=C(C(=O)NCCCCCCCC(=O)O)C=CC=C1